C1(=CC=CC=C1)[Se]C1=CC=C(C=C1C1=C(C=CC=C1)NC(C1=NC=CC=C1)=O)C1=CC=CC=C1 N-(6'-(phenylselanyl)-[1,1':3',1''-terphenyl]-2-yl)picolinamide